C(C)N(CCCCCC(=O)O)C=1C=C2OC3=CC=4C(C(C3=CC2=CC1)(C)C)=CC1=CC=C(C=C1[O+]4)OC 6-[Ethyl-(3-methoxy-13,13-dimethyl-chromeno[3,2-b]xanthene-5-ium-9-yl)amino]hexanoic acid